CN(C(=O)C1CC(CC2=CC=CC=C12)(C(=O)OCC)C(=O)OCC)C1=CC=CC=C1 diethyl 4-(methyl (phenyl) carbamoyl)-3,4-dihydronaphthalene-2,2(1H)-dicarboxylate